C1(CCCC1)N(C(=O)OCC=1C(=NOC1C1=CC=C(O[C@@H]2C[C@](CCC2)(C(=O)O)C)C=C1)C)C |r| (±)-Trans-3-(4-(4-(((cyclopentyl(methyl)carbamoyl)oxy)methyl)-3-methylisoxazol-5-yl)phenoxy)-1-methylcyclohexanecarboxylic acid